1-(2-Dimethylaminopropyl)-8,9-dihydropyrano[3,2-e]indole CN(C(CC1=CNC=2C=CC3=C(C12)CCCO3)C)C